ethyl 2-([2-chloro-5H,6H,7H-cyclopenta[d]pyrimidin-4-yl](methyl)amino)acetate ClC=1N=C(C2=C(N1)CCC2)N(CC(=O)OCC)C